FC(OC1=C(C=C(C=C1)N1N=C(C(C1=O)C(=O)NC1=CC(=CC=C1)C(CC)(F)F)C)C1=NC=CC=C1)F 1-[4-(difluoromethoxy)-3-(2-pyridyl)phenyl]-N-[3-(1,1-difluoropropyl)phenyl]-3-methyl-5-oxo-4H-pyrazole-4-carboxamide